FC(C=1C(=C(C=CC1)[C@@H](C)NC1=CN=NC2=CC=C(C=C12)N1CCN(CC1)C1COC1)F)F (R)-N-(1-(3-(difluoromethyl)-2-fluorophenyl)ethyl)-6-(4-(oxetan-3-yl)piperazin-1-yl)cinnoline-4-amine